4-(4-(2-(5-amino-8-(furan-2-yl)-1-methyl-2-oxo-1H-pyrazolo[5,1-i]purin-3(2H)-yl)ethyl)piperazin-1-yl)-N-methylbenzenesulfonamide NC=1N2C(C=3N(C(N(C3N1)CCN1CCN(CC1)C1=CC=C(C=C1)S(=O)(=O)NC)=O)C)=CC(=N2)C=2OC=CC2